N-methyl-N-(methyl-((S)-piperidin-3-yl)carbamoyl)-L-valine methyl ester COC([C@@H](N(C(N([C@@H]1CNCCC1)C)=O)C)C(C)C)=O